BrCC1=C(C=CC=C1)\C(\C(=O)OC)=N/OC methyl E-2-(2-bromomethylphenyl)-2-methoxyiminoacetate